(1R,4s)-4-(8-(4-chloro-2,3-difluorophenylamino)-2-((1S,3S)-3-hydroxycyclohexylamino)-9H-purin-9-yl)cyclohexanecarboxamide ClC1=C(C(=C(C=C1)NC=1N(C2=NC(=NC=C2N1)N[C@@H]1C[C@H](CCC1)O)C1CCC(CC1)C(=O)N)F)F